C=1N=CN2C1C(=NC=C2)N imidazo[1,5-a]pyrazin-8-amine